(6-(2-((trans-3-methoxycyclobutyl)amino)pyrrolo[2,1-f][1,2,4]triazin-5-yl)imidazo[1,2-a]pyridin-3-yl)(pyrrolidin-1-yl)methanone CO[C@@H]1C[C@H](C1)NC1=NN2C(C=N1)=C(C=C2)C=2C=CC=1N(C2)C(=CN1)C(=O)N1CCCC1